[4-(trifluoromethyl)phenyl]-1H-pyrazol-5-ol FC(C1=CC=C(C=C1)N1N=CC=C1O)(F)F